[2-[6-(3-Chloro-1,2,4-triazol-1-yl)-3-ethylsulfonyl-2-pyridinyl]-1-methyl-benzimidazol-5-yl]-imino-oxo-(trifluoromethyl)-lambda6-sulfane ClC1=NN(C=N1)C1=CC=C(C(=N1)C1=NC2=C(N1C)C=CC(=C2)S(C(F)(F)F)(=O)=N)S(=O)(=O)CC